(3-(4-(3,8-diazabicyclo-[3.2.1]octan-3-yl)-6-chloro-8-fluoro-2-((tetrahydro-1H-pyrrolizin-7a(5H)-yl)meth-oxy)quinazolin-7-yl)-4-methylphenyl)methanamine C12CN(CC(CC1)N2)C2=NC(=NC1=C(C(=C(C=C21)Cl)C=2C=C(C=CC2C)CN)F)OCC21CCCN1CCC2